CC1(CCN(CC1)C=1OC2=C(C=C(C=C2C(C1CO)=O)C)[C@@H](C)NC1=C(C(=O)O)C=CC=C1)C (R)-2-((1-(2-(4,4-dimethylpiperidin-1-yl)-3-(hydroxymethyl)-6-methyl-4-oxo-4H-chromen-8-yl)ethyl)amino)benzoic acid